FC1=C(C=CC(=C1)I)N1C(C=CC=C1)=O 1-(2-fluoro-4-iodophenyl)pyridin-2(1H)-one